N-(2-(4-((R)-4-cyclopropyl-3-methylpiperazin-1-yl)piperidin-1-yl)-5-((6-((R)-3-(2-fluoro-3-(trifluoromethyl)phenyl)isoxazolidin-2-yl)pyrimidin-4-yl)amino)-4-methoxyphenyl)acrylamide C1(CC1)N1[C@@H](CN(CC1)C1CCN(CC1)C1=C(C=C(C(=C1)OC)NC1=NC=NC(=C1)N1OCC[C@@H]1C1=C(C(=CC=C1)C(F)(F)F)F)NC(C=C)=O)C